3-(3-bromo-4-methoxyphenyl)tetrahydrofuran-3-ol BrC=1C=C(C=CC1OC)C1(COCC1)O